4-(1,3-benzooxazol-2-yl)-N-{2-chloro-6-[4-(propan-2-yl)piperazin-1-yl]phenyl}-4-methylpiperidine-1-carboxamide O1C(=NC2=C1C=CC=C2)C2(CCN(CC2)C(=O)NC2=C(C=CC=C2N2CCN(CC2)C(C)C)Cl)C